5-(2,6-difluorophenyl)-N-((S)-4-methyl-5-oxo-5,6,7,8-tetrahydro-4H-pyrazolo[1,5-a][1,3]diazepin-6-yl)-5,6,7,8-tetrahydro-[1,2,4]triazolo[1,5-a]pyridine-2-carboxamide FC1=C(C(=CC=C1)F)C1CCCC=2N1N=C(N2)C(=O)N[C@@H]2C(N(C=1N(CC2)N=CC1)C)=O